C(C)(C)(C)OC(=O)N1C[C@@H](CCC1)C(NC1=NN(C2=CC=C(C=C12)OCCF)C(C1=CC=CC=C1)(C1=CC=CC=C1)C1=CC=CC=C1)=O (3R)-3-{[5-(2-Fluoroethoxy)-1-trityl-1H-indazol-3-yl]carbamoyl}piperidine-1-carboxylic acid tert-butyl ester